ClCC[C@H]1C(N[C@]2(C(O[C@@]12C)=O)[C@@H](O)[C@@H]1C=CCCC1)=O (1r,4r,5s)-4-(2-chloroethyl)-1-[(S)-[(1S)-cyclohex-2-en-1-yl]-hydroxymethyl]-5-methyl-6-oxa-2-azabicyclo[3.2.0]heptane-3,7-dione